CC(C(=O)O)(CCC(C(=O)O)C)C 2,2,5-trimethyladipic acid